copper (ii) oleate C(CCCCCCC\C=C/CCCCCCCC)(=O)[O-].[Cu+2].C(CCCCCCC\C=C/CCCCCCCC)(=O)[O-]